N-[3-(1-hydroxy-1-methyl-ethyl)phenyl]-2-[8-[(1-methylindazol-5-yl)amino]-1-oxo-2-isoquinolyl]acetamide OC(C)(C)C=1C=C(C=CC1)NC(CN1C(C2=C(C=CC=C2C=C1)NC=1C=C2C=NN(C2=CC1)C)=O)=O